Cl.Cl.NC=1C=C(C=CC1O)C1=CC(=C(C=C1)O)N 3,3'-diamino-4,4'-dihydroxybiphenyl dihydrochloride